NC(CCN1C(NC=CC1=O)=O)C(=O)O 3-(3-amino-3-carboxypropyl)uracil